N-(6-((5-bromo-2-((5-ethyl-2-methoxy-4-(4-(3-(methoxymethyl)azetidin-1-yl)piperidin-1-yl)phenyl)amino)pyrimidin-4-yl)amino)quinoxalin-5-yl)methanesulfonamide BrC=1C(=NC(=NC1)NC1=C(C=C(C(=C1)CC)N1CCC(CC1)N1CC(C1)COC)OC)NC=1C(=C2N=CC=NC2=CC1)NS(=O)(=O)C